methyl (S)-1-(4-hydroxy-3-methylbenzyl)piperidine-2-carboxylate OC1=C(C=C(CN2[C@@H](CCCC2)C(=O)OC)C=C1)C